2-((9-(oxiran-2-yl)nonyl)oxy)-1-naphthonitrile O1C(C1)CCCCCCCCCOC1=C(C2=CC=CC=C2C=C1)C#N